C1(CC1)COC1=C(C=CC(=N1)C(=O)N[C@@H](CO)CC(C)C)N1CCCC1 (R)-6-(cyclopropylmethoxy)-N-(1-hydroxy-4-methylpent-2-yl)-5-(pyrrolidin-1-yl)picolinamide